N1CC(C1)N1C=NC2=C1C=C(C=C2)I 1-(azetidin-3-yl)-6-iodo-1H-benzo[d]imidazole